ClC1=CN=C2N1N=C(C=C2NC2CN(C2)C)C2=C(C=CC=C2F)F 3-chloro-6-(2,6-difluorophenyl)-N-(1-methylazetidin-3-yl)imidazo[1,2-b]pyridazin-8-amine